2,5-bis{4-(phenanthren-9-yl)phenyl}pyrimidine C1=CC=CC=2C3=CC=CC=C3C(=CC12)C1=CC=C(C=C1)C1=NC=C(C=N1)C1=CC=C(C=C1)C=1C2=CC=CC=C2C=2C=CC=CC2C1